C(C1=CC=CC=C1)OC1=CC=C2C=C(NC2=C1)B(O)O 6-BENZYLOXY-1H-INDOLE-2-BORONIC ACID